COC(=O)C=1C=C(C=2N(C1NC1=C(C=C(C=C1)I)F)C=NC2)C2OCC(CO2)(C)C 8-(5,5-dimethyl-1,3-dioxan-2-yl)-5-(2-fluoro-4-iodoanilino)imidazo[1,5-a]pyridine-6-carboxylic acid methyl ester